ClC1=C(C=C(C=C1)N1C(CCCC12CCN(CC2)C2=[N+](C=CC(=C2)C2=CC=C(C=C2)F)[O-])=O)F 2-(1-(4-chloro-3-fluorophenyl)-2-oxo-1,9-diazaspiro[5.5]undecan-9-yl)-4-(4-fluorophenyl)pyridine 1-oxide